C(C)#N.C(C)#N.[Ni] nickel diacetonitrile